3-bromo-4-iodophenol BrC=1C=C(C=CC1I)O